ethyl (S)-3-(3-(1H-pyrrol-1-yl)phenyl)-3-(3-(4-hydroxy-1-methyl-2-oxo-1,2-dihydropyridin-3-yl) ureido)propanoate N1(C=CC=C1)C=1C=C(C=CC1)[C@H](CC(=O)OCC)NC(=O)NC=1C(N(C=CC1O)C)=O